2-(1,4-dioxo-1,4-dihydronaphthalen-2-yl)-2-ethylbutanal O=C1C(=CC(C2=CC=CC=C12)=O)C(C=O)(CC)CC